7-Bromo-8-(bromomethyl)-4-phenylquinoline BrC1=CC=C2C(=CC=NC2=C1CBr)C1=CC=CC=C1